rac-4-(2,3-dichloro-6-((2-(trimethylsilyl)ethoxy)methoxy)phenyl)-1-(2,3-dihydropyrazolo[5,1-b]oxazol-7-yl)pyrrolidin-2-one ClC1=C(C(=CC=C1Cl)OCOCC[Si](C)(C)C)[C@H]1CC(N(C1)C=1C=NN2C1OCC2)=O |r|